9H-fluoren-9-ylmethyl N-[(2R)-3-(tert-butyldisulfanyl)-1-(dimethylamino)-1-oxopropan-2-yl]-N-methylcarbamate C(C)(C)(C)SSC[C@@H](C(=O)N(C)C)N(C(OCC1C2=CC=CC=C2C=2C=CC=CC12)=O)C